(3,3'-dimethoxybiphenyl-4,4'-diyl)bismaleimide COC=1C=C(C=CC1C=1C(=O)NC(C1)=O)C1=CC(=C(C=C1)C=1C(=O)NC(C1)=O)OC